scandium manganese bismuth barium neodymium lead [Pb].[Nd].[Ba].[Bi].[Mn].[Sc]